C(CCN1C(CCCCC1)C1=C(C=C(C(=O)N)C=C1)[N+](=O)[O-])N1C(CCCCC1)C1=C(C=C(C(=O)N)C=C1)[N+](=O)[O-] 4,4'-(propane-1,3-diylbis(azepanediyl))bis(3-nitrobenzamide)